5-chloro-1-(3-(difluoromethoxy)phenyl)-3-isopropyl-1H-imidazo[4,5-b]Pyridine ClC1=CC=C2C(=N1)N(CN2C2=CC(=CC=C2)OC(F)F)C(C)C